Zinc (II) caproate C(CCCCC)(=O)[O-].[Zn+2].C(CCCCC)(=O)[O-]